(R)-2-((2-hydroxyphenyl)(1H-indole-2-yl)methyl)-6-(4-(piperazine-1-yl)phenyl)isoindolin-1-one OC1=C(C=CC=C1)[C@@H](N1C(C2=CC(=CC=C2C1)C1=CC=C(C=C1)N1CCNCC1)=O)C=1NC2=CC=CC=C2C1